1-(quinolin-5-yl)ethan-1-one N1=CC=CC2=C(C=CC=C12)C(C)=O